OC(CCC[C@@H](C)[C@H]1CC[C@@H]2[C@@]1(CC[C@@H]1[C@]3(CCC(CC3CC[C@@H]21)NS(=O)(=O)C)C)C)(C)C N-[(1R,3aS,3bR,9aS,9bS,11aR)-1-[(2R)-6-Hydroxy-6-methylhept-2-yl]-9a,11a-dimethylhexadecahydro-1H-cyclopenta[1,2-a]phenanthrene-7-yl]methaneSulfonamide